tert-Butyl-((3R,5R)-1-(2-(1-(cyclopropylmethyl)-1H-pyrrolo[2,3-b]pyridin-2-yl)-3-methylbenzofuran-6-carbonyl)-5-fluoropiperidin-3-yl)carbamate C(C)(C)(C)OC(N[C@H]1CN(C[C@@H](C1)F)C(=O)C1=CC2=C(C(=C(O2)C2=CC=3C(=NC=CC3)N2CC2CC2)C)C=C1)=O